The molecule is a quercetin O-glucoside that is quercetin 7-O-beta-D-glucoside carrying an additional alpha-L-rhamnosyl residue at position 3. It has a role as a plant metabolite. It is an alpha-L-rhamnoside, a monosaccharide derivative, a polyphenol, a beta-D-glucoside, a quercetin O-glucoside and a trihydroxyflavone. C[C@H]1[C@@H]([C@H]([C@H]([C@@H](O1)OC2=C(OC3=CC(=CC(=C3C2=O)O)O[C@H]4[C@@H]([C@H]([C@@H]([C@H](O4)CO)O)O)O)C5=CC(=C(C=C5)O)O)O)O)O